[Yb].C1(CC1)N1C(N(C(C1=O)C(C)C)C=1N=C2N(CCOC3=C2C=CC(=C3)N3[C@@H]([C@H](CC3)O)C(=O)N)C1)=O (2S,3S)-1-(2-(3-cyclopropyl-5-isopropyl-2,4-dioxoimidazolidin-1-yl)-5,6-dihydrobenzo[f]imidazo[1,2-d][1,4]oxazepin-9-yl)-3-hydroxypyrrolidine-2-carboxamide ytterbium